2,4-bis(4-methoxyphenyl)-1H-pyrrole COC1=CC=C(C=C1)C=1NC=C(C1)C1=CC=C(C=C1)OC